FC=1C=CC2=C(NC(=NS2(=O)=O)NCC2=CC=C(C=C2)F)C1[C@@H](C)C1=C(C=CC=C1)F (S)-6-fluoro-3-((4-fluorobenzyl)amino)-5-(1-(2-fluorophenyl)ethyl)-4H-benzo[e][1,2,4]thiadiazine 1,1-dioxide